Cl.C(C)(C)C1=C(NC2=CC=C(C=C12)C=O)C1=CC(=NC=C1)C (3-isopropyl-2-(2-methylpyridin-4-yl)-1H-indol-5-yl)methanone hydrochloride